ethyl 4-((1-acetylamino-2-methylhexan-2-yl) amino)-2-chloro-1,5-naphthyridine-3-carboxylate C(C)(=O)NCC(CCCC)(C)NC1=C(C(=NC2=CC=CN=C12)Cl)C(=O)OCC